7-methoxy-N-methyl-6-[3-(pyrrolidin-1-yl)butoxy]-1H,2H,3H-cyclopenta[b]quinolin-9-amine COC1=CC=2C(=C3C(=NC2C=C1OCCC(C)N1CCCC1)CCC3)NC